NCCOCCOCCOCCC(=O)NC1=C(C(=O)NC=2SC(=C(N2)C)C)C=CC=C1 2-(3-(2-(2-(2-Aminoethoxy)ethoxy)ethoxy)propanamido)-N-(4,5-dimethylthiazol-2-yl)benzamide